C(C)OC(=O)C1=C(OC2=C1C=C(C=C2)O)C2=C(C=CC=C2)Cl 2-(2-chlorophenyl)-5-hydroxybenzofuran-3-carboxylic acid ethyl ester